C(CCCCCCCCC)[C@H]1OC(OC1)(C)C (4R)-4-decyl-2,2-dimethyl-1,3-dioxolane